[N+](=O)([O-])C1=C(C=CC=C1)S(=O)(=O)NCCC1(CC1)NC(OC(C)(C)C)=O tert-butyl (1-(2-((2-nitrophenyl)sulfonamido)ethyl)cyclopropyl)carbamate